tert-butyl 4-hydroxy-4-(2-hydroxyethyl)piperidine-1-carboxylate OC1(CCN(CC1)C(=O)OC(C)(C)C)CCO